fluoroether, lithium salt [Li].FOF